COC(=O)[C@@H]1[C@@H](CCCC1)C(=O)O (1R,2S)-2-methoxycarbonyl-cyclohexanecarboxylic acid